CC1(CC1)C(=O)NCC=1NC2=CC(=CC=C2C1)OCC=1N=NN(N1)C 1-methyl-N-((6-((2-methyl-2H-tetrazol-5-yl)methoxy)-1H-indol-2-yl)methyl)cyclopropane-1-carboxamide